4-hydroxymethyl-1-(4-trifluoromethylphenyl)cyclohexanol OCC1CCC(CC1)(O)C1=CC=C(C=C1)C(F)(F)F